C12CN(CC2C1)C1=CC=C(C=C1)[C@@H](C)N1N=CC2=C(C=CC=C12)C#CC 1-((1R)-1-(4-(3-Azabicyclo[3.1.0]hexan-3-yl)phenyl)ethyl)-4-(propane-1-yn-1-yl)-1H-indazole